ethyl 3-hydroxycaproate OC(CC(=O)OCC)CCC